8-[4-[5-methyl-3-(4-pyridyl)-1H-pyrazol-4-yl]phenyl]-2,8-diazaspiro[4.5]decan-3-one CC1=C(C(=NN1)C1=CC=NC=C1)C1=CC=C(C=C1)N1CCC2(CC(NC2)=O)CC1